C(C)(C)(C)OC(CCC(=O)N1CC2=CC(=C(C(=C2C1)F)OCCCOC=1C(=CC2=C(C=C(S2)C(CCC(=O)O)=O)C1F)OC)OC)=O 4-[5-[3-[2-(4-tert-butoxy-4-oxo-butanoyl)-4-fluoro-6-methoxy-isoindolin-5-yl]oxypropoxy]-4-fluoro-6-methoxy-benzothiophen-2-yl]-4-oxo-butanoic acid